isopropyl-1H-imidazole C(C)(C)N1C=NC=C1